[3-[5-bromo-1-(2,6-dichlorobenzoyl)pyrrolo[2,3-b]pyridine-3-carbonyl]-2,4-difluoro-phenyl]cyclopentanesulfonamide BrC=1C=C2C(=NC1)N(C=C2C(=O)C=2C(=C(C=CC2F)C2(CCCC2)S(=O)(=O)N)F)C(C2=C(C=CC=C2Cl)Cl)=O